5-bromo-1-(2-(trifluoromethyl)phenyl)-1H-pyrazole-4-carboxylic acid ethyl ester C(C)OC(=O)C=1C=NN(C1Br)C1=C(C=CC=C1)C(F)(F)F